3-(2-bromophenyl)-9,9-diphenyl-9H-fluorene BrC1=C(C=CC=C1)C=1C=CC=2C(C3=CC=CC=C3C2C1)(C1=CC=CC=C1)C1=CC=CC=C1